(S)-4-(6-chloro-1-(2-isopropyl-4-methylpyridin-3-yl)-2-oxo-7-(2,3,4-trifluorophenyl)-1,2-dihydropyrido[2,3-d]pyrimidin-4-yl)-3-methylpiperazine-1-carboxylic acid tert-butyl ester C(C)(C)(C)OC(=O)N1C[C@@H](N(CC1)C=1C2=C(N(C(N1)=O)C=1C(=NC=CC1C)C(C)C)N=C(C(=C2)Cl)C2=C(C(=C(C=C2)F)F)F)C